C[C@@H]1OCC2([C@@H]1N)CCN(CC2)C2=NC1=C(C=3N2C=CN3)C(=NN1)C#CC1(CC1)C1=CC=CC=C1 (3S,4S)-3-methyl-8-(9-((1-phenylcyclopropyl)ethynyl)-7H-imidazo[1,2-c]pyrazolo[4,3-e]pyrimidin-5-yl)-2-oxa-8-azaspiro[4.5]decan-4-amine